Ethyl 2-(2,3-difluorophenyl)pyrazolo[1,5-a]pyrimidine-3-carboxylate FC1=C(C=CC=C1F)C1=NN2C(N=CC=C2)=C1C(=O)OCC